5-(2,2-diethoxyethoxy)-2-(2,6-dioxo-3-piperidyl)isoindoline-1,3-dione C(C)OC(COC=1C=C2C(N(C(C2=CC1)=O)C1C(NC(CC1)=O)=O)=O)OCC